4-bromo-2-hydroxy-6-((phenethylimino)meth-yl)phenyl isobutyrate C(C(C)C)(=O)OC1=C(C=C(C=C1C=NCCC1=CC=CC=C1)Br)O